tert-butyl 7-amino-3,4-dihydro-2,6-naphthyridine-2(1H)-carboxylate NC1=NC=C2CCN(CC2=C1)C(=O)OC(C)(C)C